(R)-2-phenylpropan-1-amine C1(=CC=CC=C1)[C@H](CN)C